FC1=CC=C(C=C1)S(=O)(=O)C1=CC=C(C=C1)N1C(NN=C1)=S 4-(4-((4-fluorophenyl)sulfonyl)phenyl)-2,4-dihydro-3H-1,2,4-triazole-3-thione